BrC1=CC=C(C=C1)N1NC(=CN=C1)C1OCCC1 2-(4-bromophenyl)-6-(2-tetrahydrofuranyl)-1,2,4-triazine